2-(2,3-dihydro-1,4-benzodioxin-6-yl)-7-(4-methyl-1,4-diazacycloheptan-1-yl)-4H-pyrido[1,2-a]pyrimidin-4-one O1CCOC2=C1C=CC(=C2)C=2N=C1N(C(C2)=O)C=C(C=C1)N1CCN(CCC1)C